COC(=O)C=1C(N(C2=CC(=CC=C2C1N)Br)C1=CC=C(C=C1)C(=O)OCC)=O 4-amino-7-bromo-1-(4-(ethoxycarbonyl)phenyl)-2-oxo-1,2-dihydroquinoline-3-carboxylic acid methyl ester